(R)-6-(2-Methyl-3-(6-(trifluoromethyl)pyridin-3-yl)propyl)-2-thia-6-azaspiro[3.4]octane 2,2-dioxide C[C@@H](CN1CC2(CS(C2)(=O)=O)CC1)CC=1C=NC(=CC1)C(F)(F)F